BrC1=C(C=C(C(=C1)OC)\C=C\[N+](=O)[O-])C (E)-1-bromo-5-methoxy-2-methyl-4-(2-nitrovinyl)benzene